ClC=1C=C(C=2N(C1)C=CN2)N 6-chloroimidazo[1,2-a]pyridin-8-amine